carbonyl-(triphenylphosphine) rhodium [Rh].C(=O)=P(C1=CC=CC=C1)(C1=CC=CC=C1)C1=CC=CC=C1